ethyl (7R)-2-[4-(4-methoxyphenoxy)phenyl]-7-[4-(2-nitrobenzene-1-sulfonyl)piperazin-1-yl]-4,5,6,7-tetrahydro-2H-pyrazolo[4,3-b]pyridine-3-carboxylate COC1=CC=C(OC2=CC=C(C=C2)N2N=C3C(NCC[C@H]3N3CCN(CC3)S(=O)(=O)C3=C(C=CC=C3)[N+](=O)[O-])=C2C(=O)OCC)C=C1